2-tert-butyl-4-(3-methyl-1,2,4-oxadiazol-5-yl)phenol C(C)(C)(C)C1=C(C=CC(=C1)C1=NC(=NO1)C)O